C(C)(C)(C)OC(=O)NC1=NC=C(C=N1)C=1SC=C(N1)C(=O)O 2-(2-((tert-butoxycarbonyl)amino)pyrimidin-5-yl)thiazole-4-carboxylic acid